3-bromo-9-(3-fluoro-4-(((2R)-2-methylmorpholin-4-yl)carbonyl)phenyl)-2-(trifluoromethyl)-4H-pyrido[1,2-a]pyrimidin-4-one BrC1=C(N=C2N(C1=O)C=CC=C2C2=CC(=C(C=C2)C(=O)N2C[C@H](OCC2)C)F)C(F)(F)F